CC=1C(=CC=2N(N1)C(=CN2)C2=CC=NC1=NC(=CC=C21)C2=NNC(=C2)C)C2=CC=C(CN1CCOCC1)C=C2 (4-(6-methyl-3-(7-(5-methyl-1H-pyrazol-3-yl)-1,8-naphthyridin-4-yl)imidazo[1,2-b]pyridazin-7-yl)benzyl)morpholine